C(C)(C)(C)OC1=NC=C(C(=N1)OC(C)(C)C)C=1C=C(C=2N(N1)C=CN2)OC[C@@H](C)C2=CC=CC=C2 (S)-6-(2,4-di-tert-butoxypyrimidin-5-yl)-8-(2-phenylpropoxy)imidazo[1,2-b]pyridazine